O=C1NC(CCC1NC1=CC(=C(C=C1)N1CCN(CC1)CCN1CCC(CC1)COC=1C=NC(=NC1)C=1C=C(CN2N=C(C=CC2=O)C=2C=C(C#N)C=CC2)C=CC1)F)=O 3-(1-(3-(5-((1-(2-(4-(4-((2,6-dioxopiperidin-3-yl)amino)-2-Fluorophenyl)piperazin-1-yl)ethyl)piperidin-4-yl)methoxy)pyrimidin-2-yl)benzyl)-6-oxo-1,6-dihydropyridazin-3-yl)Benzonitrile